(R)-1-methyl-2-oxopyrrolidin-3-amine CN1C([C@@H](CC1)N)=O